BrC1=CC(=C(C=C1)C=1N=NN(N1)CC=1C=C(N(N1)C1=NC=CC=C1Cl)C(=O)NC1=C(C=C(C=C1C)Cl)C(N)=O)C 5-[[5-(4-bromo-2-methyl-phenyl)tetrazol-2-yl]methyl]-N-(2-carbamoyl-4-chloro-6-methyl-phenyl)-2-(3-chloro-2-pyridyl)pyrazole-3-carboxamide